N-(4-((3-((6-aminohexyl)carbamoyl)phenyl)carbamoyl)benzyl)-N-cyclopropyl-3-oxo-3,4-dihydro-2H-benzo[b][1,4]oxazine-7-carboxamide 2,2,2-trifluoroacetate FC(C(=O)O)(F)F.NCCCCCCNC(=O)C=1C=C(C=CC1)NC(=O)C1=CC=C(CN(C(=O)C=2C=CC3=C(OCC(N3)=O)C2)C2CC2)C=C1